2-(2,2-dimethyl-5-oxo-morpholin-4-yl)acetamide CC1(CN(C(CO1)=O)CC(=O)N)C